ClC1=C(C=C(C(=C1)Cl)F)C1OC1 2-(2,4-dichloro-5-fluorophenyl)oxirane